C(C)(C)(C)OC(=O)N1CCCC(=CC1)C1=C(C(=CC=2CCOC21)NC2=NC(=CC(=N2)C)NC)Cl.C(CC)NCCC[Si](OC)(OC)OC 3-(N-propylamino)propyltrimethoxysilane tert-butyl-5-[6-chloro-5-[[4-methyl-6-(methylamino)pyrimidin-2-yl]amino]-2,3-dihydrobenzofuran-7-yl]-2,3,4,7-tetrahydroazepine-1-carboxylate